FC(C1=NN=C(S1)C1=CN=C2N1C=C(C=C2N2C[C@@](OCC2)(C(=O)N)C)S(NC2(CC2)C)(=O)=O)F |o1:18| rel-(R)-4-(3-(5-(difluoromethyl)-1,3,4-thiadiazol-2-yl)-6-(N-(1-methylcyclopropyl)sulfamoyl)imidazo[1,2-a]pyridin-8-yl)-2-methylmorpholine-2-carboxamide